FC1=C(C=C(C=C1)C1C(NCC1)=O)OC 3-(4-fluoro-3-(methoxy)phenyl)pyrrolidone